NC=1C=CC(=NC1)C(C(C)(C=1C=NC=CC1)C)=O 1-(5-Aminopyridin-2-yl)-2-methyl-2-(pyridin-3-yl)propan-1-one